2-(butyldimethylammonio)ethylacrylate C(CCC)[N+](CCOC(C=C)=O)(C)C